2-methoxy-5-[[2-oxo-2-[rac-(2R,5S)-5-methyl-2-(2-tetrahydrofuran-3-ylindazol-6-yl)-1-piperidyl]acetyl]amino]pyridine-3-carboxamide COC1=NC=C(C=C1C(=O)N)NC(C(N1[C@H](CC[C@@H](C1)C)C=1C=CC2=CN(N=C2C1)C1COCC1)=O)=O |r|